NC=1N=CN(C(C1C(=O)OC)=O)C1=C(C=C(C=C1Cl)C#N)Cl methyl 4-amino-1-(2,6-dichloro-4-cyanophenyl)-6-oxo-1,6-dihydropyrimidine-5-carboxylate